4-[3-Chloro-4-(cyclopropylaminocarbonylamino)-2-fluoro-phenoxy]-7-methoxy-quinoline-6-carboxamide ClC=1C(=C(OC2=CC=NC3=CC(=C(C=C23)C(=O)N)OC)C=CC1NC(=O)NC1CC1)F